3-bromo-imidazo[1,2-a]pyrazine BrC1=CN=C2N1C=CN=C2